4-oxo-6-methoxy-3-(2,3-dichloro-4-benzyloxyphenyl)methyl-1(4H)-quinolineacetic acid O=C1C(=CN(C2=CC=C(C=C12)OC)CC(=O)O)CC1=C(C(=C(C=C1)OCC1=CC=CC=C1)Cl)Cl